3-[4-[[tert-butyl-(dimethyl)silyl]oxymethyl]naphthalene-2-carbonyl]piperidine-1-carboxylic acid tert-butyl ester C(C)(C)(C)OC(=O)N1CC(CCC1)C(=O)C1=CC2=CC=CC=C2C(=C1)CO[Si](C)(C)C(C)(C)C